tert-butyl (S)-3-((6-chloro-4-(2-hydroxypropan-2-yl)-2,7-naphthyridin-1-yl)oxy)pyrrolidine-1-carboxylate ClC=1C=C2C(=CN=C(C2=CN1)O[C@@H]1CN(CC1)C(=O)OC(C)(C)C)C(C)(C)O